FCC1CN(C1)C(=O)C=1C(=NN2C1NC=CC2=O)C2=NC=CC=N2 3-[3-(fluoromethyl)azetidine-1-carbonyl]-2-pyrimidin-2-yl-4H-pyrazolo[1,5-a]pyrimidin-7-one